C1(=CC=C(C=C1)CNC(C1=CN=C(C=C1OC)N1N=CC(=C1)C#N)=O)C1=CC=CC=C1 N-([1,1'-Biphenyl]-4-ylmethyl)-6-(4-cyano-1H-pyrazol-1-yl)-4-methoxynicotinamide